O1COC2=C1C=CC(=C2)CC(C=C)N 1-(1,3-benzodioxol-5-yl)but-3-en-2-amine